1-(bromomethyl)isoquinoline 2-oxide BrCC1=[N+](C=CC2=CC=CC=C12)[O-]